C(\C=C\CCCCCCCC)#N (E)-undec-2-enenitrile